Tertbutyl 4-(6-amino-5-fluoropyridin-3-yl)piperazine-1-carboxylate NC1=C(C=C(C=N1)N1CCN(CC1)C(=O)OC(C)(C)C)F